O-(2-(1-cyanocyclopropyl)ethyl) S-methyl carbonodithioate C(OCCC1(CC1)C#N)(=S)SC